di-tert-butyl 2,2'-(((6-(6-(5-(2-fluoroethoxy)pyridin-2-yl)-1,2,4,5-tetrazin-3-yl) pyridin-3-yl) methyl)-azanediyl)diacetate FCCOC=1C=CC(=NC1)C1=NN=C(N=N1)C1=CC=C(C=N1)CN(CC(=O)OC(C)(C)C)CC(=O)OC(C)(C)C